C(C1=CC=CC=C1)OC1=NC(=CC=C1C=1OC2=C(N1)C=CC(=C2)C(=O)N2CC1=CC=CC(=C1C2)OC)OCC2=CC=CC=C2 (2-(2,6-bis(benzyloxy)pyridin-3-yl)benzo[d]oxazol-6-yl)(4-methoxyisoindolin-2-yl)methanone